5-(heptafluoropropyl)isoxazole FC(C(C1=CC=NO1)(F)F)(C(F)(F)F)F